methyl 1-(4-acetyl-2,6-dimethylphenyl)-4-(bis(4-methoxybenzyl)amino)-6-oxo-1,6-dihydropyrimidine-5-carboxylate C(C)(=O)C1=CC(=C(C(=C1)C)N1C=NC(=C(C1=O)C(=O)OC)N(CC1=CC=C(C=C1)OC)CC1=CC=C(C=C1)OC)C